ClC1=NN2C(N=CC3=C2[C@@](CN3C(=O)NC=3C=NN(C3)C)(C(F)(F)F)C)=C1 (R)-2-chloro-8-methyl-N-(1-methyl-1H-pyrazol-4-yl)-8-(trifluoromethyl)-7,8-dihydro-6H-pyrazolo[1,5-a]pyrrolo[2,3-e]pyrimidine-6-carboxamide